BrC1=CC=C(C=C1)N1N=C(C=C1OC)C#N 1-(4-bromophenyl)-5-methoxy-1H-pyrazole-3-carbonitril